(Trans)-[4-[[3-amino-4-[1-[4-(trifluoromethoxy)benzoyl]-4-piperidyl]-2-pyridyl] carbamoyl] cyclohexyl] acetate C(C)(=O)O[C@@H]1CC[C@H](CC1)C(NC1=NC=CC(=C1N)C1CCN(CC1)C(C1=CC=C(C=C1)OC(F)(F)F)=O)=O